5-hydroxyphthalic acid hydrazide OC1=CC=C(C(C(=O)NN)=C1)C(=O)O